2,8-dibromo-anthra[1,2-b:5,6-b']dithiophene BrC1=CC2=C(S1)C1=CC=3C=CC4=C(SC(=C4)Br)C3C=C1C=C2